2-(6'-oxo-1'-phenyl-1',6'-dihydro-[4,3'-bipyridine]-5'-yl)benzonitrile O=C1C(=CC(=CN1C1=CC=CC=C1)C1=CC=NC=C1)C1=C(C#N)C=CC=C1